2-amino-2-(pyridin-2-yl)ethan-1-ol NC(CO)C1=NC=CC=C1